C(#N)C1=C(C=C(C=C1)NC([C@](CN1N=CC(=C1)F)(C)O)=O)C(F)(F)F (R)-N-(4-cyano-3-(trifluoromethyl)phenyl)-3-(4-fluoro-1H-pyrazol-1-yl)-2-hydroxy-2-methylpropanamide